OCCOCCOCCCOC1=CC=C(C=C1)C1CCN(CC1)C(=O)OC(C)(C)C tert-butyl 4-(4-[3-[2-(2-hydroxyethoxy)ethoxy]propoxy]phenyl)piperidine-1-carboxylate